tert-Butyl 5-(4-(6-(3-fluoro-2-hydroxypropylamino)imidazo[1,2-a]pyridin-2-yl)phenyl)pyridin-2-yl(methyl)carbamate FCC(CNC=1C=CC=2N(C1)C=C(N2)C2=CC=C(C=C2)C=2C=CC(=NC2)N(C(OC(C)(C)C)=O)C)O